4',7-dimethoxy-5-hydroxyisoflavone COC1=CC=C(C2=COC3=CC(=CC(=C3C2=O)O)OC)C=C1